C(C)(=O)OCCC(CCC(CCC=C)C(=C)C)C 6-ISOPROPENYL-3-METHYL-9-DECENYL ACETATE